NC/C(/COC1=CC2=C(N=C(O2)NCC2=CC=C(C=C2)N2C(CCC2)=O)C=C1)=C/F (Z)-1-(4-(((6-((2-(aminomethyl)-3-fluoro-allyl)oxy)benzo[d]oxazol-2-yl)amino)methyl)phenyl)pyrrolidin-2-one